(5R,6S)-5-(4-(4-(dimethoxymethyl)piperidin-1-yl)phenyl)-6-ethyl-5,6,7,8-tetrahydronaphthalen-2-ol COC(C1CCN(CC1)C1=CC=C(C=C1)[C@@H]1C=2C=CC(=CC2CC[C@@H]1CC)O)OC